CNC[C@@H](C)OC=1N(N=CC1C=1C=C2C(=C(N1)C)N(N=C2C=C)C2OCCCC2)C (2R)-N-methyl-2-[2-methyl-4-(7-methyl-1-tetrahydropyran-2-yl-3-vinyl-pyrazolo[3,4-c]pyridin-5-yl)pyrazol-3-yl]oxy-propan-1-amine